(2S)-ethyl 2-(((perfluorophenoxy)(phenoxy)phosphoryl)amino)propanoate FC1=C(OP(=O)(OC2=CC=CC=C2)N[C@H](C(=O)OCC)C)C(=C(C(=C1F)F)F)F